dodecyl acetate C(C)(=O)OCCCCCCCCCCCC